BrC1=C(C=CC=C1)NC1=NC(=NC=C1C(N)=O)NC1=C(C=C2CCN(CC2=C1)C1CC(C1)C(=O)O)OC 3-[7-({4-[(2-bromophenyl)amino]-5-carbamoylpyrimidin-2-yl}amino)-6-methoxy-3,4-dihydroisoquinolin-2(1H)-yl]cyclobutane-1-carboxylic acid